Methyl 3-chloro-6-(2-chloro-5-cyano-4-(trifluoromethyl) phenyl)picolinate ClC=1C(=NC(=CC1)C1=C(C=C(C(=C1)C#N)C(F)(F)F)Cl)C(=O)OC